(±)-N-(4-bromophenyl)-7-(6-fluoroquinoline-4-yl)spiro[3.5]nonane-2-carboxamide BrC1=CC=C(C=C1)NC(=O)C1CC2(C1)CCC(CC2)C2=CC=NC1=CC=C(C=C21)F